FC1=C(C(=CC=2SC(=CC21)C(=O)OC)OC)O methyl 4-fluoro-5-hydroxy-6-methoxybenzo[b]thiophene-2-carboxylate